C(CCC)C1=CC=C(C=C1)C1=CC=C(C=C1)C#C 4'-n-butyl-4-ethynylbiphenyl